Isoamyl nitrite N(=O)OCCC(C)C